ClC1=C(C=CC2=C1O[C@@H]1[C@H](CC2)[C@H](CC1)\C=C\C(C(CCOC)=C)O)C(=O)O (1R,3aS,10aR)-5-chloro-1-[(1E,3ξ)-3-hydroxy-6-methoxy-4-methylene-1-hexen-1-yl]-2,3,3a,9,10,10a-hexahydro-1H-benzo[b]cyclopenta[f]oxepin-6-carboxylic acid